O=C1NC(CCC1N1C(C2=CC=CC(=C2C1=O)NCCCCNCC(=O)N1CCNCC1)=O)=O 4-((4-((2-(2,6-dioxo-piperidine-3-yl)-1,3-dioxoisoindoline-4-yl)amino)butyl)glycyl)piperazine